C1(CC1)C(=O)NC1=CC(=C(N=N1)C(=O)NC([2H])([2H])[2H])NC1=CC=NC2=C1N(CC=1N2C(N(N1)C)=O)C 6-(cyclopropanecarboxamido)-4-((5,8-dimethyl-9-oxo-5,6,8,9-tetrahydropyrido[3,2-e][1,2,4]triazolo[4,3-a]pyrazin-4-yl)amino)-N-(methyl-d3)pyridazine-3-carboxamide